2-methyl-1,3-thiazole-5-sulfonyl chloride CC=1SC(=CN1)S(=O)(=O)Cl